(R)-6-(3-(5-chlorothiazol-2-yl)-1,2,4-oxadiazol-5-yl)-2,2-dimethyl-3,4-dihydro-2H-pyrano[2,3-b]pyridin-3-ol ClC1=CN=C(S1)C1=NOC(=N1)C=1C=C2C(=NC1)OC([C@@H](C2)O)(C)C